(1-cyclohexyl-2-((5-(3,5-dimethylisoxazol-4-yl)pyridin-2-yl)Amino)-2-oxoethyl-carbamoyl)-3,4-dihydropyrrolo[1,2-a]Pyrazine-2(1H)-carboxylic acid tert-butyl ester C(C)(C)(C)OC(=O)N1C(C=2N(CC1)C=CC2)C(NC(C(=O)NC2=NC=C(C=C2)C=2C(=NOC2C)C)C2CCCCC2)=O